C(C)NC1=NC=C(C2=CC=CC=C12)C(C)=O 1-(1-(Ethylamino)isoquinolin-4-yl)ethan-1-one